N-(2-(diethylamino)ethyl)-1-(3,4-dimethyl-2-(p-tolyl)-2H-pyrazolo[3,4-d]pyridazin-7-yl)piperidine-4-carboxamide C(C)N(CCNC(=O)C1CCN(CC1)C1=NN=C(C=2C1=NN(C2C)C2=CC=C(C=C2)C)C)CC